6-methyl-4-(2-(p-tolyl)propan-2-yl)-1-toluenesulfonyl-1,6-dihydro-7H-pyrrolo[2,3-c]pyridin-7-one CN1C(C2=C(C(=C1)C(C)(C)C1=CC=C(C=C1)C)C=CN2S(=O)(=O)CC2=CC=CC=C2)=O